The molecule is a 1-acyl-2-linoleoyl-sn-glycerol 3-phosphate(2-) obtained by deprotonation of the phosphate OH groups of 1,2-dilinoleoyl-sn-glycero-3-phosphate; major species at pH 7.3. It is a conjugate base of a 1,2-dilinoleoyl-sn-glycero-3-phosphate. CCCCC/C=C\\C/C=C\\CCCCCCCC(=O)OC[C@H](COP(=O)([O-])[O-])OC(=O)CCCCCCC/C=C\\C/C=C\\CCCCC